3-[2-cyclopropyl-5-hydroxy-6-(3-nitrophenyl)-3-oxopyridazin-4-yl]-2-methyl-3-oxopropanoic acid tert-butyl ester C(C)(C)(C)OC(C(C(=O)C=1C(N(N=C(C1O)C1=CC(=CC=C1)[N+](=O)[O-])C1CC1)=O)C)=O